2-methyl-N-[[4-[5-(trifluoromethyl)-1,2,4-oxadiazol-3-yl]phenyl]methyl]prop-2-enamide CC(C(=O)NCC1=CC=C(C=C1)C1=NOC(=N1)C(F)(F)F)=C